CC1=CC=2N(C=C1)C(=C(N2)C2=CC=C(S2)C(=O)N)C[C@H]2CNCCO2 (S)-5-(7-methyl-3-(morpholin-2-yl-methyl)imidazo[1,2-a]pyridin-2-yl)thiophene-2-carboxamide